2-[6-[(4aS,8aR)-6-ethyl-3,4a,5,7,8,8a-hexahydro-2H-pyrido[4,3-b][1,4]oxazin-4-yl]pyridazin-3-yl]-3-ethyl-phenol C(C)N1C[C@H]2[C@H](OCCN2C2=CC=C(N=N2)C2=C(C=CC=C2CC)O)CC1